4-[2,6-difluoro-4-(5-formyl-thiophen-3-yl)-phenoxy]-butyric acid ethyl ester C(C)OC(CCCOC1=C(C=C(C=C1F)C1=CSC(=C1)C=O)F)=O